(3R,4S)-4-(4-(4-(4-(5-((S)-1-amino-1-(4-fluorophenyl)ethyl)pyrimidin-2-yl)piperazin-1-yl)pyrrolo[2,1-f][1,2,4]triazin-6-yl)-1H-pyrazol-1-yl)tetrahydrofuran-3-ol N[C@@](C)(C1=CC=C(C=C1)F)C=1C=NC(=NC1)N1CCN(CC1)C1=NC=NN2C1=CC(=C2)C=2C=NN(C2)[C@@H]2[C@H](COC2)O